N1CC(C1)OC1=C(C=NC=C1Br)NCC=1C=C2N=CC=NC2=CC1 4-(Azetidin-3-yloxy)-5-bromo-N-(quinoxalin-6-ylmethyl)pyridin-3-amine